4-(difluoromethyl)-5-fluoro-N-methyl-1H-indole-2-carboxamide FC(C1=C2C=C(NC2=CC=C1F)C(=O)NC)F